O[C@@]12C(C=3C=CSC3N=C2N(CC1)C=1SC=CC1)=O (9S)-9-hydroxy-12-(thiophen-2-yl)-4-thia-2,12-diazatricyclo[7.3.0.03,7]dodeca-1,3(7),5-trien-8-one